n-Octadecyl-β-(4-hydroxy-3,5-di-tert-butyl-phenyl)-propionate C(CCCCCCCCCCCCCCCCC)OC(CCC1=CC(=C(C(=C1)C(C)(C)C)O)C(C)(C)C)=O